rac-tert-butyl (5-(2-((2R,5R)-2-(3,4-difluorophenyl)-4,4-difluoro-5-methylpiperidin-1-yl)-2-oxoacetamido)-3-methylpyridin-2-yl)carbamate FC=1C=C(C=CC1F)[C@@H]1N(C[C@H](C(C1)(F)F)C)C(C(=O)NC=1C=C(C(=NC1)NC(OC(C)(C)C)=O)C)=O |r|